2-aminoethyl (E)-3-[3-(phenylsulfamoyl)phenyl]prop-2-enoate C1(=CC=CC=C1)NS(=O)(=O)C=1C=C(C=CC1)/C=C/C(=O)OCCN